FC1=C2CN(CC2=CC(=C1O)OC)C(CCC(=O)OCC)=O ethyl 4-(4-fluoro-5-hydroxy-6-methoxy-isoindolin-2-yl)-4-oxo-butanoate